C1(CC1)C1=NC(=NO1)C=1C=C2CC[C@H](C2=CC1)NC(=O)[C@H]1NC(CC1)=O (S)-N-((R)-5-(5-cyclopropyl-1,2,4-oxadiazol-3-yl)-2,3-dihydro-1H-inden-1-yl)-5-oxopyrrolidine-2-carboxamide